[Pb]=[Te] lead (II) telluride